C(CCCCCCC)C1(C(=O)O)C(C(=NC(=C1C)C(C1=CC(=CC=C1)OC1=CC=CC=C1)=O)CCC)OC(C1=CC=CC=C1)=O.C(C1=CC=CC=C1)OC1=C(C(=O)OCCCCCCCC)C(=C(N=C1CCC)CC1=CC(=CC=C1)OC1=CC=CC=C1)C Octyl 3-(benzyloxy)-5-methyl-6-(3-phenoxybenzyl)-2-propylisonicotinate (Octyl 3-(benzoyloxy)-5-methyl-6-(3-phenoxybenzoyl)-2-propylisonicotinate)